NCCC1=C(C(=O)OC)C=CC=C1 methyl 2-(2-amino ethyl)-benzoate